tert-Butyl (R)-(2-((1,1,1-trifluoro-2-methylpropan-2-yl)oxy)-1-(5-vinyl-1H-benzo[d]imidazol-2-yl)ethyl)carbamate FC(C(C)(C)OC[C@@H](C1=NC2=C(N1)C=CC(=C2)C=C)NC(OC(C)(C)C)=O)(F)F